benzyl 1-(methylamino)cyclopropane-1-carboxylate hydrochloride Cl.CNC1(CC1)C(=O)OCC1=CC=CC=C1